ClC1=CC(=C(C=C1)C1=CC(=NC2=NC(=C(N=C21)C)C)[C@@H]2C[C@H](OCC2)C=2C=NN(C2)C)F 8-(4-chloro-2-fluorophenyl)-2,3-dimethyl-6-((2S,4S)-2-(1-methyl-1H-pyrazol-4-yl)tetrahydro-2H-pyran-4-yl)pyrido[2,3-b]pyrazine